tert-butyl N-[4-[[(2R)-4-[4-(2,6-dioxo-3-piperidyl)-3-fluoro-phenyl]-2-(methoxymethyl)piperazin-1-yl]methyl]cyclohexyl]carbamate O=C1NC(CCC1C1=C(C=C(C=C1)N1C[C@@H](N(CC1)CC1CCC(CC1)NC(OC(C)(C)C)=O)COC)F)=O